ethyl-dodecahydronaphtho[2,1-b]furan C(C)C1C2C(OC1)CCC1CCCCC12